10-methyl-dodecane-1-ol CC(CCCCCCCCCO)CC